CN(C(C#CC(=O)N1CC(C1)OC[C@H](C(=O)O)C(C)C)(C)C)C (R)-2-(((1-(4-(dimethylamino)-4-methylpent-2-ynoyl)azetidin-3-yl)oxy)methyl)-3-methylbutanoic acid